OC12C(C=3C=C(SC3N=C2N(CC1)C1=CC=C(C(=O)N)C=C1)C)=O 4-{9-hydroxy-5-methyl-8-oxo-4-thia-2,12-diazatricyclo[7.3.0.03,7]dodeca-1,3(7),5-trien-12-yl}benzamide